(6-(3-(1H-indol-6-yl)ureido)-4-benzyl-3-oxo-3,4-dihydro-2H-benzo[b][1,4]thiazin-2-yl)acetamide N1C=CC2=CC=C(C=C12)NC(NC1=CC2=C(SC(C(N2CC2=CC=CC=C2)=O)CC(=O)N)C=C1)=O